NC1=C(C(N(C2=CC(=CC=C12)C(F)(F)F)C1=C(C=CC=C1)CO)=O)C(=O)OC methyl 4-amino-2-oxo-1-(2-(hydroxymethyl)phenyl)-7-(trifluoromethyl)-1,2-dihydroquinoline-3-carboxylate